C12(CC(C1)C2)NC(=O)C=2C=1C=CNC1C=CC2Br N-(bicyclo[1.1.1]pentan-1-yl)-5-bromo-1H-indole-4-carboxamide